chloro(methoxymethane) ClCOC